NC=1C=C(C(=NC1)C(=O)NC1CC1)C(F)F 5-amino-N-cyclopropyl-3-(difluoromethyl)pyridineamide